BrC1=C(C=C(C=N1)C1(CC1)C#N)S(=O)(=O)CC 1-(6-bromo-5-ethylsulfonyl-3-pyridinyl)cyclopropanecarbonitrile